C1N(CC2=CC=CC=C12)C=1N=C2N(C(C1C)=O)C=C(C=C2[C@@H](C)NC2=C(C=CC=C2)C2=CN=NC=C2)C (R)-2-(isoindolin-2-yl)-3,7-dimethyl-9-(1-((2-(pyridazin-4-yl)phenyl)amino)ethyl)-4H-pyrido[1,2-a]pyrimidin-4-one